5-(4-Aminophenyl)-5-methylimidazolidine-2,4-dione NC1=CC=C(C=C1)C1(C(NC(N1)=O)=O)C